sulfur dextrose O=C[C@H](O)[C@@H](O)[C@H](O)[C@H](O)CO.[S]